C(C)(=O)C1=NN(C2=CC=C(C=C12)NC(=O)N1CC(CCC1)(F)F)CC(=O)N(C(C)C)CC(=O)NCC1=C(C(=CC=C1)Cl)F N-(3-acetyl-1-(2-((2-((3-chloro-2-fluorobenzyl)amino)-2-oxoethyl)(isopropyl)amino)-2-oxoethyl)-1H-indazol-5-yl)-3,3-difluoropiperidine-1-carboxamide